C1(=CC=CC=C1)C1SCCS1 2-phenyl-1,3-dithiolan